4-methyl-1-[4-(4-methyl-sulfonylpiperazin-1-yl)butyl]-5-[[2-[6-(2,2,2-trifluoroethyl)quinazolin-4-yl]-2,7-diazaspiro[3.5]nonan-7-yl]methyl]indole-2-carbonitrile CC1=C2C=C(N(C2=CC=C1CN1CCC2(CN(C2)C2=NC=NC3=CC=C(C=C23)CC(F)(F)F)CC1)CCCCN1CCN(CC1)S(=O)(=O)C)C#N